O1CCN(CC1)CCOC1=C(C(=NC=C1)NC1=CC=C(C=C1)C(F)(F)F)C1=NOC(N1)=O 3-[4-(2-morpholinoethoxy)-2-[4-(trifluoromethyl)anilino]-3-pyridyl]-4H-1,2,4-oxadiazol-5-one